FC(OC1=NC(=CC=C1NC(N(C1=C(C=CC=C1)C(C)C)C1CCC(CC1)C(=O)OCC)=O)OC)F ethyl 4-(3-(2-(difluoromethoxy)-6-methoxypyridin-3-yl)-1-(2-isopropylphenyl)ureido)cyclohexane-1-carboxylate